1-Ethyl-3-iodo-1H-indazole C(C)N1N=C(C2=CC=CC=C12)I